ClC1=CC=C(C=C1)C1=C(N(C=2C1=NC=CC2)CCO)C(=O)NC2=NC=CC=N2 3-(4-chlorophenyl)-1-(2-hydroxyethyl)-N-(pyrimidin-2-yl)-1H-pyrrolo[3,2-b]pyridine-2-carboxamide